C(C1=CC=CC=C1)OC1=C(C=C(C=C1)F)N1C(=NN=C1C)C1CC1 4-(2-benzyloxy-5-fluoro-phenyl)-3-cyclopropyl-5-methyl-1,2,4-triazole